N2-(4-methoxy-3-((1-methylpyrrolidin-3-yl)methoxy)phenyl)-6-methyl-N4-((tetrahydro-2H-pyran-4-yl)methyl)pyrimidine-2,4-diamine COC1=C(C=C(C=C1)NC1=NC(=CC(=N1)NCC1CCOCC1)C)OCC1CN(CC1)C